CC(CCC(SC)=O)C S-Methyl 4-Methylpentanethioate